C(=C)[Si](O[Si](C)(C)C)(C)C=C.[Pt] Platinum divinyltetramethyldisiloxane